C(C)OC(=O)C1=CC(=NN1C(C)C1=CC=CC=C1)C 3-methyl-1-(1-phenylethyl)-1H-pyrazole-5-carboxylic acid ethyl ester